[5-(3,5-difluorobenzyl)-1H-indazol-3-yl]-4-(4-methyl-piperazin-1-yl)-2-(tetrahydro-2H-pyran-4-ylamino)-benzamide FC=1C=C(CC=2C=C3C(=NNC3=CC2)C=2C(=C(C(=O)N)C=CC2N2CCN(CC2)C)NC2CCOCC2)C=C(C1)F